O[C@@H](COC1=CC=C(C(=O)OCCOC(C)C)C=C1)CNC(C)C |r| 2-isopropoxyethyl 4-[[(2RS)-2-hydroxy-3-(isopropylamino)propyl]oxy]benzoate